N-(4-amino-1-((2-(trimethylsilyl)ethoxy)methyl)-1H-pyrazolo[4,3-c]pyridin-7-yl)-2-((2R,5S)-2-(3-((R)-2-(dimethylamino)propoxy)phenyl)-5-methylpiperidin-1-yl)-2-oxoacetamide NC1=NC=C(C2=C1C=NN2COCC[Si](C)(C)C)NC(C(=O)N2[C@H](CC[C@@H](C2)C)C2=CC(=CC=C2)OC[C@@H](C)N(C)C)=O